[(2R,3S,11bR)-9,10-dimethoxy-3-(2-methylpropyl)-1H,2H,3H,4H,6H,7H,11bH-pyrido[2,1-a]isoquinolin-2-yl]methyl 2-amino-2-(2-methoxyphenyl)acetate NC(C(=O)OC[C@@H]1C[C@H]2N(CCC3=CC(=C(C=C23)OC)OC)C[C@H]1CC(C)C)C1=C(C=CC=C1)OC